5-cyano-3-ethyl-N-(3-(furan-3-yl)-1H-indazol-5-yl)picolinamide C(#N)C=1C=C(C(=NC1)C(=O)NC=1C=C2C(=NNC2=CC1)C1=COC=C1)CC